COC1(CC2(C1)CC(N(C(C2)([2H])[2H])N=O)([2H])[2H])OC 2,2-dimethoxy-7-nitroso-7-azaspiro[3.5]nonane-6,6,8,8-d4